potassium Bis(trifluoromethanesulfonyl)imide [N-](S(=O)(=O)C(F)(F)F)S(=O)(=O)C(F)(F)F.[K+]